aluminum-zinc indium [In].[Zn].[Al]